C(C1=CC=CC=C1)N(C(CO)CO[Si](C1=CC=CC=C1)(C1=CC=CC=C1)C(C)(C)C)C 2-[benzyl(methyl)amino]-3-[tert-butyl(diphenyl)silyl]oxy-propan-1-ol